1,4-bis(3,4-dicarboxy-phenoxy)benzene C(=O)(O)C=1C=C(OC2=CC=C(C=C2)OC2=CC(=C(C=C2)C(=O)O)C(=O)O)C=CC1C(=O)O